C1(=C(C=CC=C1)N(C=1C=CC=2N(C3=CC=C(C=C3C2C1)C1=CC2=C(OC3=C2C=CC=C3)C=C1)C1=CC=CC=C1)C1=CC=C(C=C1)C1=CC=CC=C1)C1=CC=CC=C1 N-([1,1'-biphenyl]-2-yl)-N-([1,1'-biphenyl]-4-yl)-6-(dibenzo[b,d]furan-2-yl)-9-phenyl-9H-carbazol-3-amine